ClC=1C=C2C(=C3C1NC(NC31CCCCC1)=O)OC(=N2)CNCC(F)(F)F 5-chloro-2-{[(2,2,2-trifluoroethyl)amino]methyl}-7,8-dihydro-6H-spiro[[1,3]oxazolo[5,4-f]quinazoline-9,1'-cyclohexane]-7-one